4-(benzyloxy)-7-bromo-3-(methoxycarbonyl)isoquinoline 2-oxide C(C1=CC=CC=C1)OC1=C([N+](=CC2=CC(=CC=C12)Br)[O-])C(=O)OC